O=C1N(C(CC1)=O)C(C(=O)O)CCCC(=O)NCCCCCC(=O)ON1C(CCC1=O)=O.CN1C(CC(C1)(C)C)CNC(=O)C1=NC=CN=C1 N-((1,4,4-trimethylpyrrolidin-2-yl)methyl)pyrazine-2-carboxamide 2,5-dioxopyrrolidin-1-yl-6-((6-((2,5-dioxopyrrolidin-1-yl)oxy)-6-oxohexyl)amino)-6-oxohexanoate